5-thiazol-5-yl-2-aminopyrimidine methyl-α-cyano-β-methyl-4-methoxycinnamate COC(C(=C(C1=CC=C(C=C1)OC)C)C#N)=O.S1C=NC=C1C=1C=NC(=NC1)N